2-(((1r,4r)-4-((3-(3-chloro-2-fluorophenyl)-3-phenyl-ureido)methyl)cyclohexyl)methoxy)acetic acid ClC=1C(=C(C=CC1)N(C(NCC1CCC(CC1)COCC(=O)O)=O)C1=CC=CC=C1)F